2-(1-Methyl-1H-pyrazol-3-yl)acetohydrazide CN1N=C(C=C1)CC(=O)NN